CN(C(=O)C1=CC(=C(OCCCC2=C(N=CS2)C(=O)O)C=C1)F)C 5-{3-[4-(dimethylcarbamoyl)-2-fluorophenoxy]Propyl}-1,3-thiazole-4-carboxylic acid